α-hydroxyacetophenon OCC(=O)C1=CC=CC=C1